C(C)OC=1C=C2C=CC(=CC2=CC1)C1=CNC=2N=CN=C(C21)NCCO 5-(6-ethoxynaphthalen-2-yl)-4-(2-hydroxyethylamino)-7H-pyrrolo[2,3-d]pyrimidin